ClC1=CC(=C(S1)C1=NC=CC(=N1)C)/C=N/O 2-(5-chloro-3-((E)-(hydroxyimino)methyl)thiophen-2-yl)-4-methylpyrimidine